1-[6-(difluoromethyl)pyridin-3-yl]ethan-1-one (Z)-ethyl-(3-(4-bromophenyl)thiazol-2(3H)-ylidene)carbamate C(C)OC(\N=C\1/SC=CN1C1=CC=C(C=C1)Br)=O.FC(C1=CC=C(C=N1)C(C)=O)F